1-(4-methoxybenzyl)-3-((1-(2-((4-methoxybenzyl)oxy)-4-(trifluoromethyl)phenyl)pyrido[3,4-d]pyridazin-4-yl)amino)-3-methylpiperidin-2-one COC1=CC=C(CN2C(C(CCC2)(C)NC=2N=NC(=C3C2C=NC=C3)C3=C(C=C(C=C3)C(F)(F)F)OCC3=CC=C(C=C3)OC)=O)C=C1